ClC1=CC=C(C=C1)N1C(=NC=2N(C(N(C(C12)=O)C)=O)C(C)C1=CC=C(C=C1)S(=O)(=O)N(CC1=CC=C(C=C1)OC)CC1=CC=C(C=C1)OC)C=1N(N=CC1)C 4-[1-[7-(4-chlorophenyl)-1-methyl-8-(2-methylpyrazol-3-yl)-2,6-dioxopurin-3-yl]ethyl]-N,N-bis[(4-methoxyphenyl)methyl]benzenesulfonamide